(2S)-2-[[2-(3-fluoro-4-methylsulfonyl-anilino)-5-(1H-tetrazol-5-yl)pyrimidin-4-yl]amino]-2-phenyl-ethanol FC=1C=C(NC2=NC=C(C(=N2)N[C@H](CO)C2=CC=CC=C2)C2=NN=NN2)C=CC1S(=O)(=O)C